N-(4-(6-chloro-2,2-difluorobenzo[d][1,3]dioxol-5-yl)phenyl)-2,6-difluorobenzamide ClC=1C(=CC2=C(OC(O2)(F)F)C1)C1=CC=C(C=C1)NC(C1=C(C=CC=C1F)F)=O